OCCCNC(C=O)=O glyoxylic acid N-γ-hydroxypropylamide